C(C=C)(=O)OC(C)(C)OCC(C)C=C 2-(2-vinylpropoxy)-2-propyl acrylate